3-(6-(6-(((tert-butyldimethylsilyl)oxy)methyl)pyridin-3-yl)-5,7-difluoro-4-oxo-1,4-dihydroquinolin-2-yl)-4-chlorobenzonitrile [Si](C)(C)(C(C)(C)C)OCC1=CC=C(C=N1)C=1C(=C2C(C=C(NC2=CC1F)C=1C=C(C#N)C=CC1Cl)=O)F